2-(4-(Dimethylamino)-7-Ethyl-1-Oxopyrrolo[1,2-d][1,2,4]Triazin-2(1H)-yl)-N-(Pyrimidin-4-yl)Acetamide CN(C1=NN(C(C=2N1C=C(C2)CC)=O)CC(=O)NC2=NC=NC=C2)C